4-oxo-1-(tetrahydro-2H-pyran-4-yl)-5-(p-tolyl)-1,4-dihydropyridine-3-carboxylic acid O=C1C(=CN(C=C1C1=CC=C(C=C1)C)C1CCOCC1)C(=O)O